(2-(3,8-diazabicyclo[3.2.1]octan-8-yl)-6,7-dihydrothiazolo[5,4-c]pyridin-5(4H)-yl)(spiro[2.4]heptan-1-yl)methanone C12CNCC(CC1)N2C=2SC=1CN(CCC1N2)C(=O)C2CC21CCCC1